ClC=1C(=NC(=NC1)NC=1C=NN(C1)C1CCOCC1)C1=CC=C(C(=O)N[C@@H](CC)C#N)C=C1 (S)-4-(5-chloro-2-((1-(tetrahydro-2H-pyran-4-yl)-1H-pyrazol-4-yl)amino)pyrimidin-4-yl)-N-(1-cyanopropyl)benzamide